4-amino-7-methoxy-2,2-dimethyl-2,3-dihydrobenzofuran-5-carboxylic acid methyl ester COC(=O)C=1C=C(C2=C(CC(O2)(C)C)C1N)OC